di-tert-butyl (S)-5-(2-(4-(5-chloro-2-(1H-tetrazol-1-yl) phenyl)-2,3-dioxopiperazin-1-yl)-3-(4-(4-methylpiperazine-1-carboxamido) phenyl) propionamido)-1H-indole-1,2-dicarboxylate ClC=1C=CC(=C(C1)N1C(C(N(CC1)[C@H](C(=O)NC=1C=C2C=C(N(C2=CC1)C(=O)OC(C)(C)C)C(=O)OC(C)(C)C)CC1=CC=C(C=C1)NC(=O)N1CCN(CC1)C)=O)=O)N1N=NN=C1